N-(3-BROMO-5-METHOXYPHENYL)-2-OXO-1,2,3,4-TETRAHYDROQUINOLINE-6-CARBOXAMIDE BrC=1C=C(C=C(C1)OC)NC(=O)C=1C=C2CCC(NC2=CC1)=O